C(C)(C)C1=C(C(=CC(=C1)C1=CC(=CC(=C1)OC)OC)C(C)C)C1=C(C=CC=C1)I 2,6-diisopropyl-4-(3,5-dimethoxyphenyl)-2'-iodobiphenyl